tert-butyl N-[3-[4-[(2-fluoro-9-methyl-purin-6-yl)amino]-3-methoxy-pyrazol-1-yl]propyl]carbamate FC1=NC(=C2N=CN(C2=N1)C)NC=1C(=NN(C1)CCCNC(OC(C)(C)C)=O)OC